C(=O)C1=CC=C(C=C1)CC=1C=C(C=CC1)NC(OC(C)(C)C)=O tert-butyl N-[3-[(4-formylphenyl)methyl]phenyl]carbamate